C(CCCCCC)S 1-Heptanthiol